NC1=NC=CC(=N1)C=1C=C(C=CC1O)NC1=CC=C(C=C1)NC(=O)C=1C(N(C=CC1OCC)C1=CC=C(C=C1)F)=O N-(4-((3-(2-aminopyrimidin-4-yl)-4-hydroxyphenyl)amino)phenyl)-4-Ethoxy-1-(4-fluorophenyl)-2-oxo-1,2-dihydropyridine-3-carboxamide